BrC1=C(C(=CC=C1Cl)F)C1=C(C(=NN(C1=O)C)C)OC(C(C)C)=O 2-methyl-propionic acid [5-(2-bromo-3-chloro-6-fluoro-phenyl)-1,3-dimethyl-6-oxo-pyridazin-4-yl] ester